(4-(5-(chlorodifluoromethyl)-1,2,4-oxadiazol-3-yl)-2-fluorophenyl)(methyl)(piperidin-1-yl)phosphine oxide ClC(C1=NC(=NO1)C1=CC(=C(C=C1)P(N1CCCCC1)(C)=O)F)(F)F